1-(4-{[(1S)-5-[2-(2-aminopyridin-3-yl)-5-(1,3-thiazol-2-yl)imidazo[4,5-b]pyridin-3-yl]-2,3-dihydro-1H-inden-1-yl]amino}piperidin-1-yl)prop-2-en-1-one NC1=NC=CC=C1C1=NC=2C(=NC(=CC2)C=2SC=CN2)N1C=1C=C2CC[C@@H](C2=CC1)NC1CCN(CC1)C(C=C)=O